C(#N)C1=C2C(=C(N=C1NCC(C(=O)O)=C)C1=CC=C(C=C1)C(C)C)OCC2 2-(((4-cyano-7-(4-isopropylphenyl)-2,3-dihydrofuro[2,3-c]pyridin-5-yl)amino)methyl)acrylic acid